BrC1=C(C=C(C=C1)C(C)=O)C(F)(F)F 1-[4-bromo-3-(trifluoromethyl)phenyl]ethan-1-one